C1(=CC=CC=C1)C(C(=O)OC(C)C)C Isopropyl Phenylpropionate